FC1=C(CN2C(C3=NC=CC=C3C2=O)([2H])[2H])C(=CC(=C1)C=1C2=CN(N=C2C(=CC1)OC1CCOCC1)C)F 6-(2,6-difluoro-4-(2-methyl-7-((tetrahydro-2H-pyran-4-yl)oxy)-2H-indazol-4-yl)benzyl)-6,7-dihydro-5H-pyrrolo[3,4-b]pyridin-5-one-7,7-d2